C(C)O[C@H]1CC[C@H](CC1)NC=1N=CC2=C(N1)NC=C2C=2C=C(C1=C(N(C(=N1)C)C(C)C)C2)F N-(cis-4-ethoxycyclohexyl)-5-(4-fluoro-1-isopropyl-2-methyl-1H-benzo[d]imidazol-6-yl)-7H-pyrrolo[2,3-d]pyrimidin-2-amine